(cyclohexane-1,4-diyl)bis(1H-pyrrole-2,5-dione) C1(CCC(CC1)N1C(C=CC1=O)=O)N1C(C=CC1=O)=O